C(C)C=1C=C(C=CC1)C1=CC(=C(C(=O)NCCC2(COC2)CCNCC(=O)N2CCN(CC2)C(C2=C(C=CC(=C2)CC2=NNC(C3=CC=CC=C23)=O)F)=O)C(=C1)F)F 4-(3-ethylphenyl)-2,6-difluoro-N-[2-[3-[2-[[2-[4-[2-fluoro-5-[(4-oxo-3H-phthalazin-1-yl)methyl]benzoyl]piperazin-1-yl]-2-oxo-ethyl]amino]ethyl]oxetan-3-yl]ethyl]benzamide